[C@H]12CN(C[C@H](CC1)N2)C=2C1=C(N=C(N2)OCC23C4CCC(N3CCC2)C4)C(=C(N=C1)C1=CC(=CC4=CC=CC=C14)O)F 4-(4-((1R,5S)-3,8-diazabicyclo[3.2.1]octan-3-yl)-8-fluoro-2-((hexahydro-5,8-methanoindolizin-8a(1H)-yl)methoxy)pyrido[4,3-d]pyrimidin-7-yl)naphthalen-2-ol